5-(3-bromo-2-oxopropyl)-2,3-dihydro-1H-indene-2-carboxylic acid methyl ester COC(=O)C1CC2=CC=C(C=C2C1)CC(CBr)=O